bromo-3-(pyridin-2-yl)-1H-pyrrole-2-carboxylic acid ethyl ester C(C)OC(=O)C=1N(C=CC1C1=NC=CC=C1)Br